[Br-].CSC1=CC=C(CN)C=C1 4-methylthiobenzylamine bromide